6-acrylamido-N-(3-chloro-4-fluorophenyl)-7-(3-morpholinopropoxy)-quinazolin-4-amine C(C=C)(=O)NC=1C=C2C(=NC=NC2=CC1OCCCN1CCOCC1)NC1=CC(=C(C=C1)F)Cl